6-[(1R,3S,4R,5S)-5-{[5-cyclopropyl-3-(2,6-dichlorophenyl)-1,2-oxazol-4-yl]methoxy}-3-methyl-2-azabicyclo[2.2.1]heptan-2-yl]-N-(oxane-4-sulfonyl)pyridine-3-carboxamide C1(CC1)C1=C(C(=NO1)C1=C(C=CC=C1Cl)Cl)CO[C@@H]1[C@H]2[C@@H](N([C@@H](C1)C2)C2=CC=C(C=N2)C(=O)NS(=O)(=O)C2CCOCC2)C